COC1=CC=C(C=C1)C1OCC([C@@H](O1)C(=O)NCCC(=O)NCCSC(CCC(=O)OC)=O)(C)C methyl 4-((2-(3-((4R)-2-(4-methoxyphenyl)-5,5-dimethyl-1,3-dioxane-4-carboxamido)propanamido)ethyl)thio)-4-oxobutanoate